4H,6H,7H-pyrazolo[1,5-a]pyrazine-5-carboxylate N1=CC=C2N1CCN(C2)C(=O)[O-]